ClC=1C2C3C4C(CC3C(C1)C2)O4 4,5-Epoxy-8-Chlorotricyclo[5.2.1.02,6]Deca-8-ene